(S)-N-(3-(difluoromethoxy)-4-((1R,3R)-3-methyl-2-(2,2,2-trifluoroethyl)-2,3,4,9-Tetrahydro-1H-pyrido[3,4-b]indol-1-yl)phenyl)-1-(3-fluoropropyl)pyrrolidin-3-amine FC(OC=1C=C(C=CC1[C@H]1N([C@@H](CC2=C1NC1=CC=CC=C21)C)CC(F)(F)F)N[C@@H]2CN(CC2)CCCF)F